OC[C@@H]1[C@H](C1)C=O ((1s,2s)-2-(hydroxymethyl)cyclopropyl)methanone